6,8-difluoro-2-methyl-4H-benzo[d][1,3]oxazine FC1=CC2=C(N=C(OC2)C)C(=C1)F